2,5-dioxobenzene-1,4-dicarboxylate O=C1C(=CC(C(=C1)C(=O)[O-])=O)C(=O)[O-]